O=C(S(=O)(=O)O)NC1=CC=CC=C1 oxo(phenylamino)methanesulfonic acid